O1C(=CC=C1)C1=NC2=C(N1C#CC1=C(C=CC=C1)C)C=CC=C2 2-(2-furyl)-1-(2-o-tolylethynyl)-1H-benzimidazole